tert-butyl (S)-1-(((R)-tert-butylsulfinyl)amino)-6-methoxy-1,3-dihydrospiro[indene-2,4'-piperidine]-1'-carboxylate C(C)(C)(C)[S@@](=O)N[C@@H]1C2=CC(=CC=C2CC12CCN(CC2)C(=O)OC(C)(C)C)OC